FC(OC=1C=NC(=NC1)N[C@@H]1C[C@H](CC1)NC1=CC=C(C=N1)N1C(C=C(C=C1C)C)=O)F 6'-(((1S,3S)-3-((5-(difluoromethoxy)pyrimidin-2-yl)-amino)cyclopentyl)amino)-4,6-dimethyl-2H-[1,3'-bipyridin]-2-one